1-(2-amino-5-bromo-4-chloro-phenyl)-2-(3-fluoro-5-methylphenyl)-ethanone NC1=C(C=C(C(=C1)Cl)Br)C(CC1=CC(=CC(=C1)C)F)=O